methyl 6-(benzyloxy)-9-(3,5-dimethylphenoxy)-[1,2,4]triazolo[5,1-a]isoquinoline-5-carboxylate C(C1=CC=CC=C1)OC1=C(N2C(C3=CC(=CC=C13)OC1=CC(=CC(=C1)C)C)=NC=N2)C(=O)OC